thioxanthone-10,10-dioxide C1=CC=CC=2S(C3=CC=CC=C3C(C12)=O)(=O)=O